azetidine-1,2-dicarboxamide N1(C(CC1)C(=O)N)C(=O)N